(R)-6-(1-(cyclopropanecarbonyl)-3-methylazetidin-3-yl)-4-((1-(3-(difluoromethyl)-2-fluorophenyl)ethyl)amino)-2-methyl-2,6-dihydropyrido[3,4-d]pyridazine-1,7-dione C1(CC1)C(=O)N1CC(C1)(C)N1C=C2C(=NN(C(C2=CC1=O)=O)C)N[C@H](C)C1=C(C(=CC=C1)C(F)F)F